(2-((5-Chloro-2-((5-ethyl-2-methoxy-4-(2-methyl-2,7-diazaspiro[3.5]non-7-yl)phenyl)amino)pyrimidin-4-yl)amino)-4,5-dimethylphenyl)dimethylphosphine oxide ClC=1C(=NC(=NC1)NC1=C(C=C(C(=C1)CC)N1CCC2(CN(C2)C)CC1)OC)NC1=C(C=C(C(=C1)C)C)P(C)(C)=O